COC=1C=C(C=CC1OC)[C@@]12CCN([C@H]2CC(CC1)=NNC1=NC=CN=C1)C N-[[(3aS,7aS)-3a-(3,4-dimethoxyphenyl)-1-methyl-2,3,4,5,7,7a-hexahydroindol-6-ylidene]amino]pyrazine-2-amine